6-(4-(ethoxy-d5)phenyl)pyrazine-2-carboxylic acid C(C([2H])([2H])[2H])(OC1=CC=C(C=C1)C1=CN=CC(=N1)C(=O)O)([2H])[2H]